BrC=1C=C2C3(CN(C2=CC1)C(=O)C=1C=C(C=CC1)S(=O)(=O)NC(CO)CC)CCC1(CC3)CC1 3-(5''-bromodispiro[cyclopropane-1,1'-cyclohexane-4',3''-indoline]-1''-carbonyl)-N-(1-hydroxybutan-2-yl)benzenesulfonamide